1-[5-methyl-1-[4-(trifluoromethoxy)phenyl]pyrazol-3-yl]-1,4-diazepane CC1=CC(=NN1C1=CC=C(C=C1)OC(F)(F)F)N1CCNCCC1